FC1(CCN(CCC1)C1=CC=C(C(=C1C(=O)NC=1C=C(C=CC1)[S@](=O)(C)=NC(CN(C(OC(C)(C)C)=O)C)=O)C)C=1C=NN(C1)C)F tert-butyl (R)-(2-(((3-(6-(4,4-difluoroazepan-1-yl)-2-methyl-3-(1-methyl-1H-pyrazol-4-yl)benzamido)phenyl)(methyl)(oxo)-λ6-sulfaneylidene)amino)-2-oxoethyl)(methyl)carbamate